C(CC)C1(C2=C(N=C(N1)N)C=NC=C2)N 4-propylpyrido[3,4-d]pyrimidine-2,4-diamine